[2-(aminomethyl)-3,3-difluoro-allyl]-4-[5-(1,3-benzooxazol-5-yl)-3-methyl-2-pyridinyl]-1,2,4-triazol-3-one trifluoroacetate salt FC(C(=O)O)(F)F.NCC(CC=1N(C(NN1)=O)C1=NC=C(C=C1C)C=1C=CC2=C(N=CO2)C1)=C(F)F